(S)-5-(1-(2-chlorophenyl)-2-methoxy-2-oxoethyl)-4,5,6,7-tetrahydrothieno[3,2-c]pyridin-2-yl 4-cyclopropylpiperazine-1-carboxylate C1(CC1)N1CCN(CC1)C(=O)OC1=CC=2CN(CCC2S1)[C@H](C(=O)OC)C1=C(C=CC=C1)Cl